ClC=1C=CC(=C(C=NNC(C(C)NC2=CC(=CC=C2)F)=O)C1)O N'-(5-chloro-2-hydroxybenzylidene)-2-((3-fluorophenyl)amino)propionyl-hydrazine